1-phenylpyrrole C1(=CC=CC=C1)N1C=CC=C1